1,2,3-Oxadiazole O1N=NC=C1